2-(7-(((1S,2S)-2-hydroxycyclopentyl)methyl)-6,7-dihydro-5H-pyrrolo[2,3-c]pyridazin-3-yl)-3-methyl-5-(trifluoromethyl)phenol O[C@@H]1[C@@H](CCC1)CN1CCC2=C1N=NC(=C2)C2=C(C=C(C=C2C)C(F)(F)F)O